FC1=C(C=CC(=C1)F)C1=NN=C(S1)C(=O)NCC(C)(C=1C=NN(C1)C)C1=NC(=CC=C1)S(=O)(=O)CC 5-(2,4-difluorophenyl)-N-[2-(6-ethylsulfonyl-2-pyridyl)-2-(1-methylpyrazol-4-yl)propyl]-1,3,4-thiadiazole-2-carboxamide